C(C1=CC=CC=C1)NC1=NN=C(C2=CC=CC=C12)C1=CC=C(C=C1)N(C1=CC=CC=C1)C1=CC=CC=C1 N-benzyl-4-(4-(diphenylamino)phenyl)phthalazine-1-amine